[1-(cyclopropylmethyl)piperidin-4-yl]cyclopentane-1,2-diol C1(CC1)CN1CCC(CC1)C1(C(CCC1)O)O